1-(tert-butyl)-N-(4-(3-cyano-5-(3-(methylamino)piperidin-1-yl)pyridin-4-yl)-2-methylbenzyl)-1H-1,2,3-triazole-4-carboxamide C(C)(C)(C)N1N=NC(=C1)C(=O)NCC1=C(C=C(C=C1)C1=C(C=NC=C1N1CC(CCC1)NC)C#N)C